S(=O)(=O)(O)O.FC1=C(C=C(C=C1)F)[C@@H]1N(CCC1)C1=NC=2N(C=C1)N=CC2C2N(CCC2O)C(=O)N {5-[(2R)-2-(2,5-difluorophenyl)-1-pyrrolidinyl]pyrazolo[1,5-a]pyrimidin-3-yl}-3-hydroxy-1-pyrrolidinecarboxamide sulfate